OCC1(CC1)C1=CC=C(S1)C(=O)OC methyl 5-[1-(hydroxymethyl)cyclopropyl]thiophene-2-carboxylate